FC1=CC=C(C=C1)N1C(N(C=C(C1=O)C(=O)O)C(CC)CC)=O 3-(4-fluorophenyl)-2,4-dioxo-1-(pentan-3-yl)-1,2,3,4-tetrahydropyrimidine-5-carboxylic acid